CC(CCCCCCC(C)O)O decane-2,9-diol